Carbaribose C=C[C@@H]([C@@H]([C@@H](CO)O)O)O